[(2R,3R,4R,5R)-4-acetoxy-2-[[2-cyanoethoxy-(diisopropylamino)-phosphanyl]oxy-methyl]-5-[2-(2-methylpropanoylamino)-6-oxo-1H-purin-9-yl]tetrahydro-furan-3-yl] acetate C(C)(=O)O[C@@H]1[C@H](O[C@H]([C@@H]1OC(C)=O)N1C=2N=C(NC(C2N=C1)=O)NC(C(C)C)=O)COP(N(C(C)C)C(C)C)OCCC#N